[1-[2-(2,6-dioxo-3-piperidyl)-1,3-dioxo-isoindolin-4-yl]-4-piperidyl] 4-[(3R,5R)-5-[(5-bromo-1-methyl-6-oxo-pyridazin-4-yl)amino]-1-methyl-3-piperidyl]benzoate BrC1=C(C=NN(C1=O)C)N[C@@H]1C[C@@H](CN(C1)C)C1=CC=C(C(=O)OC2CCN(CC2)C2=C3C(N(C(C3=CC=C2)=O)C2C(NC(CC2)=O)=O)=O)C=C1